2-(4-(4-(aminomethyl)-1-oxo-1,2-dihydroisoquinolin-6-yl)-1-methyl-1H-pyrazol-5-yl)-4-chloro-3-fluoro-6-(3-methylazetidin-1-yl)benzonitrile NCC1=CNC(C2=CC=C(C=C12)C=1C=NN(C1C1=C(C#N)C(=CC(=C1F)Cl)N1CC(C1)C)C)=O